(E)-1-(4-((3-bromophenyl)sulfonyl)piperazin-1-yl)-3-(4-hydroxy-3-methoxyphenyl)prop-2-en-1-one BrC=1C=C(C=CC1)S(=O)(=O)N1CCN(CC1)C(\C=C\C1=CC(=C(C=C1)O)OC)=O